(R)-2-(2-((1r,4R)-4-(tert-butoxy)cyclohexyl)-3-methylphenyl)-2-(((S)-3-(3-chloro-5-fluorophenyl)-4-((S)-1-methylpyrrolidin-2-yl)butyl)(methyl)amino)acetic acid C(C)(C)(C)OC1CCC(CC1)C1=C(C=CC=C1C)[C@H](C(=O)O)N(C)CC[C@@H](C[C@H]1N(CCC1)C)C1=CC(=CC(=C1)F)Cl